ethyl 2-(1,4-dioxaspiro[4.5]dec-8-ylidene)acetate O1CCOC12CCC(CC2)=CC(=O)OCC